methyl-(S)-2-aminobutyric acid C[C@@](C(=O)O)(CC)N